CN1C(C(=CC(=C1)C(F)(F)F)NC(=O)NC1CC2(CN(C2)C(=O)C=2C=NN3C2SC=C3)C1)=O 1-(1-methyl-2-oxo-5-(trifluoromethyl)-1,2-dihydropyridin-3-yl)-3-(2-(pyrazolo[5,1-b]thiazole-7-carbonyl)-2-azaspiro[3.3]heptan-6-yl)urea